NC1=NC(=C(C=2N1C(N(N2)CCO)=O)C2=CC(=NC(=C2)C)C)C2=CC=CC=C2 5-amino-8-(2,6-dimethyl-4-pyridinyl)-2-(2-hydroxyethyl)-7-phenyl-[1,2,4]triazolo[4,3-c]pyrimidin-3-one